[N+](=O)([O-])C1=CC=C(CCNCC(O)C2=CC=CC=C2)C=C1 2-(4-nitrophenethylamino)-1-phenylethanol